2,4-difluoro-5-isopropylbenzonitrile FC1=C(C#N)C=C(C(=C1)F)C(C)C